3-methyl-1-(thiazol-2-yl)-1H-benzo[g]indazol-5-ol CC1=NN(C2=C3C(=C(C=C12)O)C=CC=C3)C=3SC=CN3